tris(triphenylphosphine) palladium (I) chloride [Pd]Cl.C1(=CC=CC=C1)P(C1=CC=CC=C1)C1=CC=CC=C1.C1(=CC=CC=C1)P(C1=CC=CC=C1)C1=CC=CC=C1.C1(=CC=CC=C1)P(C1=CC=CC=C1)C1=CC=CC=C1